amylglyceryl ether C(CCCC)OCC(O)CO